C(#N)C1=CC=C(NC2=NC=CC(N2)=O)C=C1 2-(4-cyanoanilino)pyrimidine-4-one